ClC1=CC2=C(C=N1)CCN2C(=O)OC(C)(C)C tert-butyl 6-chloro-2,3-dihydropyrrolo[3,2-c]pyridine-1-carboxylate